dichlorobis[di-tert-butyl(4-dimethylaminophenyl)phosphino]palladium(II) Cl[Pd-2](P(C(C)(C)C)(C(C)(C)C)C1=CC=C(C=C1)N(C)C)(P(C1=CC=C(C=C1)N(C)C)(C(C)(C)C)C(C)(C)C)Cl